N[C@@H](CCCCN)C(=O)N[C@@H](CC(=O)OCCCCCCCCCCCCCC)C(=O)OCCCCCCCCCCCCCC O,O'-Dimyristyl N-lysylaspartate